N(NC(=O)N)CC1(CCCC(C1)(C)C)C 3-semicarbazidomethyl-3,5,5-trimethylcyclohexane